tert-butyl (3S,5S)-3-({8-carbamoyl-6-[6-(3-hydroxypyrrolidin-1-yl) pyridin-3-yl] pyrido[3,2-d]pyrimidin-4-yl} amino)-5-fluoropiperidin-1-carboxylate C(N)(=O)C1=CC(=NC2=C1N=CN=C2N[C@@H]2CN(C[C@H](C2)F)C(=O)OC(C)(C)C)C=2C=NC(=CC2)N2CC(CC2)O